3-biphenylmaleic anhydride C1(=CC(=CC=C1)/C/1=C/C(=O)OC1=O)C1=CC=CC=C1